3-tert-butyl 10-cyclopentyl 6-isopropyl-9-(3-methoxypropoxy)-2-oxo-6,7-dihydro-2H-pyrido[2,1-a]isoquinoline-3,10-dicarboxylate C(C)(C)C1N2C(C3=CC(=C(C=C3C1)OCCCOC)C(=O)OC1CCCC1)=CC(C(=C2)C(=O)OC(C)(C)C)=O